ClC=1C=CC(=C(C(=O)OC)C1)NC1=C(C=NC2=CC=C(C=C12)Cl)C1=CCC2(OCCO2)CC1 methyl 5-chloro-2-[[6-chloro-3-(1,4-dioxaspiro[4.5]dec-7-en-8-yl)-4-quinolyl]amino]benzoate